Cl.O[C@H](C(O)=N)C (S)-2-hydroxypropanimidate hydrochloride